1,1,1,3,3,3-hexafluoropropan-2-yl (R or S)-1-((4-methyltetrahydro-2H-pyran-4-yl)carbamoyl)-6-azaspiro[2.5]octane-6-carboxylate CC1(CCOCC1)NC(=O)[C@@H]1CC12CCN(CC2)C(=O)OC(C(F)(F)F)C(F)(F)F |o1:10|